C(C1=CC=CC=C1)N1C=CC=2C(=NC(=CC21)NC=2SC(=CN2)C)C=2CCN(CC2)C(C=C)=O 1-(4-(1-Benzyl-6-((5-methylthiazol-2-yl)amino)-1H-pyrrolo[3,2-c]pyridin-4-yl)-3,6-dihydropyridin-1(2H)-yl)prop-2-en-1-one